ethyl 3-(bromomethyl)-4-methoxythieno[3,2-c]pyridine-2-carboxylate BrCC1=C(SC2=C1C(=NC=C2)OC)C(=O)OCC